[4-(3-{2-[(Z)-3,5-diamino-6-chloro-pyrazine-2-carbonylimino]-1,3,8-triaza-spiro[4.5]decan-8-yl}-3-oxo-propyl)-phenoxy]-acetic acid [(2-hydroxy-ethyl)-methyl-carbamoyl]-methyl ester OCCN(C(=O)COC(COC1=CC=C(C=C1)CCC(=O)N1CCC2(CN/C(/N2)=N/C(=O)C2=NC(=C(N=C2N)N)Cl)CC1)=O)C